2-(4-{5-[chloro(difluoro)methyl]-1,2,4-oxadiazol-3-yl}benzyl)-1,2-thiazinane 1,1-dioxide ClC(C1=NC(=NO1)C1=CC=C(CN2S(CCCC2)(=O)=O)C=C1)(F)F